C(C)(C)N1N=C2C(=NN(C(C2=C1)=O)C1(CC1)C(=O)OC(C)(C)C)C(C)C Tert-butyl 1-(2,7-diisopropyl-4-oxo-2,4-dihydro-5H-pyrazolo[3,4-d]pyridazin-5-yl)cyclopropane-1-carboxylate